N1=C(C(=NC=C1)C(=O)O)C(=O)O pyrazine-2,3-dicarboxylic acid